3-HYDROXYTETRAHYDRO-3-THIOPHENECARBOXYLIC ACID OC1(CSCC1)C(=O)O